N[C@H](C(=O)NCCCC(NC=1SC2=C(N1)C=CC(=C2)OC(F)(F)F)=O)CC(C)C (S)-2-amino-4-methyl-N-(4-oxo-4-((6-(trifluoromethoxy)benzo[d]thiazol-2-yl)amino)butyl)pentanamide